nickel-chromium-tin-lead [Pb].[Sn].[Cr].[Ni]